C(C)(C)(C)OC(=O)N1CCC(CC1)(C(=O)O)C=1C=NC=CC1Cl 1-(tert-Butoxycarbonyl)-4-(4-chloropyridin-3-yl)piperidine-4-carboxylic acid